ClC1=C(C(=O)NC2=NC(=CC=C2)CC2CCN(CC2)C)C=CC=C1 chloro-N-(6-((1-methylpiperidin-4-yl)methyl)pyridin-2-yl)benzamide